ClC1=C(CO)C=CC(=C1)Cl L-2,4-dichlorobenzyl alcohol